C(C)(C)(C)C1=CC=C(C=C1)[I+]C1=CC=C(C=C1)C(C)(C)C di(4-tert-butylphenyl)iodonium